ClC1=C(C(=O)NC)C=CC=C1 2-chloro-N-methylbenzamide